C(C)(C)(C)OC(=O)N1C2(CNCC1CC2)C2=NC(=NC1=C(C(=C(C=C21)Cl)C2=CC=C(C=1SC(=C(C12)C#N)NC(=O)OC(C)(C)C)F)F)F (7-(2-((tert-Butoxycarbonyl)amino)-3-cyano-7-fluorobenzo[b]thiophen-4-yl)-6-chloro-2,8-difluoroquinazolin-4-yl)-3,8-diazabicyclo[3.2.1]octane-8-carboxylic acid tert-butyl ester